3-(5-((4-(2,5-dichlorophenyl)piperazin-1-yl)methyl)-1-oxoisoindolin-2-yl)piperidine-2,6-dione ClC1=C(C=C(C=C1)Cl)N1CCN(CC1)CC=1C=C2CN(C(C2=CC1)=O)C1C(NC(CC1)=O)=O